2-Methylpropanoic acid [5-[3-chloro-6-fluoro-2-[2-(3-methylbenzotriazole-5-yl) ethyl] phenyl]-1,3-dimethyl-6-oxo-pyridazin-4-yl] ester ClC=1C(=C(C(=CC1)F)C1=C(C(=NN(C1=O)C)C)OC(C(C)C)=O)CCC1=CC2=C(N=NN2C)C=C1